methyl 6-methylaminohexanoate CNCCCCCC(=O)OC